N1N=NN=C1C1=CC=C(C=C1)C1(COC1)C(=O)NC1=CC=C(C=C1)F 3-(4-(1H-tetrazol-5-yl)phenyl)-N-(4-fluorophenyl)oxetan-3-carboxamide